(R)-(1H-indazol-5-yl)(8-methyl-3-(3-methyl-1,2,4-thiadiazol-5-yl)-5,6-dihydro-[1,2,4]triazolo[4,3-a]pyrazin-7(8H)-yl)methanone N1N=CC2=CC(=CC=C12)C(=O)N1[C@@H](C=2N(CC1)C(=NN2)C2=NC(=NS2)C)C